C(C)(C)(C)OC(=O)NC1(CC1)C1CN(C1)C=1N=CC(=NC1)C(=O)OC methyl 5-(3-(1-((tert-butoxycarbonyl)amino)cyclopropyl)azetidin-1-yl)pyrazine-2-carboxylate